1-(1Z-hexadecenyl)-2-dodecanoyl-glycero-3-phospho-(1'-sn-glycerol) CCCCCCCCCCCCCC/C=C\OC[C@H](COP(=O)(O)OC[C@H](CO)O)OC(=O)CCCCCCCCCCC